FC1=CC=C(C=C1)N[C@@H]1CCC2=CC(=CC=C12)NC(C=C)=O (R)-N-(1-((4-fluorophenyl)amino)-2,3-dihydro-1H-inden-5-yl)acrylamide